4-(4,4,5,5-Tetramethyl-1,3,2-dioxaborolan-2-yl)-N-(1,1,1-trifluoropropan-2-yl)benzamide CC1(OB(OC1(C)C)C1=CC=C(C(=O)NC(C(F)(F)F)C)C=C1)C